N-[(2R,3S)-3-(4-amino-3-fluorophenyl)-1-{5-methyl-2,5-diazabicyclo[4.1.0]heptan-2-yl}-1-oxobutan-2-yl]propanamide NC1=C(C=C(C=C1)[C@@H]([C@H](C(=O)N1C2CC2N(CC1)C)NC(CC)=O)C)F